C(C)(C)(C)OC(=O)N[C@@H](C(=O)O)CCC N-(tert-butoxycarbonyl)-(2R)-2-aminopentanoic acid